(3S,4S)-tert-butyl 3-((((benzyloxy)carbonyl)amino)methyl)-4-hydroxypyrrolidine-1-carboxylate C(C1=CC=CC=C1)OC(=O)NC[C@H]1CN(C[C@H]1O)C(=O)OC(C)(C)C